7-cyclopropyl-5-fluoro-3-iodo-1-(tetrahydro-2H-pyran-2-yl)-1H-indazole C1(CC1)C=1C=C(C=C2C(=NN(C12)C1OCCCC1)I)F